3-bromo-5-(1-(methyl-d3)-1H-pyrazol-4-yl)pyridin-2-amine BrC=1C(=NC=C(C1)C=1C=NN(C1)C([2H])([2H])[2H])N